CC1=CC=C(CN2C(C(CC2)NC(C(=O)C2=CNC3=CC=C(C=C23)NS(=O)(=O)C)=O)=O)C=C1 N-(1-(4-methylbenzyl)-2-oxopyrrolidin-3-yl)-2-(5-(methylsulfonylamino)-1H-indol-3-yl)-2-oxoacetamide